(4-(3-(aminomethyl)phenyl)piperidin-1-yl)(3-(3,4-dihydroxy-3,4-dimethylpyrrolidin-1-yl)phenyl)methanone NCC=1C=C(C=CC1)C1CCN(CC1)C(=O)C1=CC(=CC=C1)N1CC(C(C1)(C)O)(C)O